N-{4-[7-(5-cyclopropyl-2-fluorophenyl)-1H,2H,3H-pyrido[3,4-b][1,4]oxazin-1-yl]pyridin-2-yl}-3-(4-methylpiperazin-1-yl)propanamide C1(CC1)C=1C=CC(=C(C1)C1=CC2=C(OCCN2C2=CC(=NC=C2)NC(CCN2CCN(CC2)C)=O)C=N1)F